[4-(3-aminophenyl)-1-methyl-1H-pyrrol-2-yl](3,4,5-trimethoxyphenyl)methanone NC=1C=C(C=CC1)C=1C=C(N(C1)C)C(=O)C1=CC(=C(C(=C1)OC)OC)OC